ClC1=CC=C(C=C1)C(N1CCN(CC1)C(C1=CC=C(C=C1)C(=O)N1CCCCC1)C1=C(C=CC=C1)O)C1=CC=CC=C1 (4-((4-((4-chlorophenyl)(phenyl)methyl)piperazin-1-yl)(2-hydroxyphenyl)methyl)phenyl)(piperidin-1-yl)methanone